(3S)-3-(5-{[(3S,4S)-1-{[2-(2,2-dimethyloxan-4-yl)-8-fluoroquinazolin-6-yl]methyl}-4-(methoxymethyl)pyrrolidin-3-yl]oxy}-1-oxo-2,3-dihydro-1H-isoindol-2-yl)piperidine-2,6-dione CC1(OCCC(C1)C1=NC2=C(C=C(C=C2C=N1)CN1C[C@H]([C@@H](C1)COC)OC=1C=C2CN(C(C2=CC1)=O)[C@@H]1C(NC(CC1)=O)=O)F)C